3,5-dimethylbiphenylboronic acid CC1=C(C(=CC(=C1)C)C1=CC=CC=C1)B(O)O